(4aS,9bR)-6-bromo-2-(3-(4-fluorophenoxy)propyl)-2,3,4,4a,5,9b-hexahydro-1H-pyrido[4,3-b]indole BrC1=CC=CC=2[C@H]3[C@@H](NC12)CCN(C3)CCCOC3=CC=C(C=C3)F